C(C)S(=O)(=O)N1C=CC2=C(C=C(C=C12)F)C1=C(C=C2NC(C=3N(C2=C1F)C(=NN3)C)(C)C)F 8-[1-(Ethylsulfonyl)-6-fluoro-1H-indol-4-yl]-7,9-difluoro-1,4,4-trimethyl-5H-[1,2,4]triazolo[4,3-a]quinoxaline